C[C@H]1N(C[C@@H](N(C1)C=1C2=C(N=CN1)N(C=C2C2=NC=CN=C2C)S(=O)(=O)C2=CC=C(C)C=C2)C)C(=O)OC(C)(C)C tert-Butyl (2R,5S)-2,5-dimethyl-4-(5-(3-methylpyrazin-2-yl)-7-tosyl-7H-pyrrolo[2,3-d]pyrimidin-4-yl)piperazine-1-carboxylate